6-tert-butyl-2-(4,4-difluoroazepan-1-yl)-5-methyl-pyridine-3-carbonitrile C(C)(C)(C)C1=C(C=C(C(=N1)N1CCC(CCC1)(F)F)C#N)C